(6-(3-amino-4-fluorophenoxy)benzo[d]Thiazol-2-yl)cyclopropanecarboxamide NC=1C=C(OC2=CC3=C(N=C(S3)C3(CC3)C(=O)N)C=C2)C=CC1F